ClC1=NC=C(C=2N1C=NN2)O 5-chloro-[1,2,4]triazolo[4,3-c]pyrimidin-8-ol